(S)-4-(2,6-Difluorophenoxy)-N-(7-(3-hydroxy-3-methylbut-1-yn-1-yl)-5-methyl-4-oxo-2,3,4,5-tetrahydrobenzo[b][1,4]oxazepin-3-yl)picolinamid FC1=C(OC2=CC(=NC=C2)C(=O)N[C@@H]2C(N(C3=C(OC2)C=CC(=C3)C#CC(C)(C)O)C)=O)C(=CC=C1)F